2-(3-(2-(hydroxymethyl)-7,8-dihydro-1,6-naphthyridin-6(5H)-yl)oxetan-3-yl)acetonitrile OCC1=NC=2CCN(CC2C=C1)C1(COC1)CC#N